5-{6-[(1R,2S,3S,5S)-3-amino-2-fluoro-8-azabicyclo[3.2.1]octan-8-yl]-5-(hydroxymethyl)-1H-pyrazolo[3,4-b]pyrazin-3-yl}-4-chloro-2-methyl-2H-indazole-3-carbonitrile N[C@@H]1[C@@H]([C@H]2CC[C@@H](C1)N2C2=C(N=C1C(=N2)NN=C1C1=C(C2=C(N(N=C2C=C1)C)C#N)Cl)CO)F